4-[({4-chloro-3-[({1-[4-(2-cyclopropoxyphenyl)pyridin-3-yl]cyclopropyl}amino)methyl]phenyl}sulfanyl)methyl]-N-methyl-N-[(2S,3R,4R,5R)-2,3,4,5,6-pentahydroxyhexyl]benzamide ClC1=C(C=C(C=C1)SCC1=CC=C(C(=O)N(C[C@@H]([C@H]([C@@H]([C@@H](CO)O)O)O)O)C)C=C1)CNC1(CC1)C=1C=NC=CC1C1=C(C=CC=C1)OC1CC1